N1(CCCC1)C1=CC=C(C=N1)C=1SC2=C(C=NC(=C2)N2CC3(C2)CNCC3)N1 2-(6-(pyrrolidin-1-yl)pyridin-3-yl)-6-(2,6-diazaspiro[3.4]octan-2-yl)thiazolo[4,5-c]pyridine